NC(COCCOCCOCC(=O)NC=1C=C(C=CC1)N1CNCC1)=O 3-(3-(2-(2-(2-(2-amino-2-oxoethoxy)ethoxy)ethoxy)acetamido)phenyl)imidazolin